C(C)(CC)N1C(C(=CC(=C1)C1=NC(=NC=C1F)NC1CCN(CC1)S(=O)(=O)CC)F)=O 1-(sec-butyl)-5-(2-((1-(ethylsulfonyl)piperidin-4-yl)amino)-5-fluoropyrimidin-4-yl)-3-fluoropyridin-2(1H)-one